5-(2-fluoro-6-hydroxy-3-(1H-pyrazol-4-yl)phenyl)-1,2,5-thiadiazolidin-3-one 1,1-dioxide FC1=C(C(=CC=C1C=1C=NNC1)O)N1CC(NS1(=O)=O)=O